2-(2-(2-fluoro-6-methylphenyl) hydrazino)-3-oxoglutarate FC1=C(C(=CC=C1)C)NNC(C(=O)[O-])C(CC(=O)[O-])=O